N(N)N[C@@H](C)C(=O)O hydrazinoalanine